BrC=1C=C(C(N(C1)[C@H](C(=O)N[C@@H](CC(=O)OCC)C=1C=C(C=C(C1F)C1CC1)C1=C(C=C(C=C1C)F)CCCCC=C)CC=C)=O)C Ethyl (S)-3-((S)-2-(5-bromo-3-methyl-2-oxopyridin-1(2H)-yl)pent-4-enamido)-3-(5-cyclopropyl-4,4'-difluoro-2'-(hex-5-en-1-yl)-6'-methyl-[1,1'-biphenyl]-3-yl)propanoate